FCCCNS(=O)(=O)C1=CC=2N(C=C1)C=NC2 N-(3-fluoropropyl)imidazo[1,5-a]pyridine-7-sulfonamide